C12(CNCC2C1)CNC(OC(C)(C)C)=O tert-butyl ((3-azabicyclo[3.1.0]hexan-1-yl)methyl)carbamate